tert-butyl (tert-butoxycarbonyl)((trans-3-(3-cyclopropyl-4-(1H-indazol-1-yl)-1H-pyrazol-1-yl)cyclobutyl)methyl)carbamate C(C)(C)(C)OC(=O)N(C(OC(C)(C)C)=O)C[C@@H]1C[C@H](C1)N1N=C(C(=C1)N1N=CC2=CC=CC=C12)C1CC1